5-(6-(4-(1-piperazinyl)phenyl)pyrazolo[1,5-a]pyrimidin-3-yl)quinolone N1(CCNCC1)C1=CC=C(C=C1)C=1C=NC=2N(C1)N=CC2C2=C1C=CC(NC1=CC=C2)=O